cis-indenamine C1(C=CC2=CC=CC=C12)N